NCCC=1NC(=C(N1)Br)N 2-(2-Aminoethyl)-4-bromo-1H-imidazol-5-amine